4,6,8,10-tetramethyltridecyl nonyloxymethyl ether C(CCCCCCCC)OCOCCCC(CC(CC(CC(CCC)C)C)C)C